C(C)(C)(C)OC(=O)N(C=1C(=CC2=C(OCC[C@@H]3N(C2)CCN(C3)C(=O)OC(C)(C)C)C1)[N+](=O)[O-])C(C(=O)OC)C tert-butyl (4aS)-9-((tert-butoxycarbonyl)(1-methoxy-1-oxopropan-2-yl)amino)-10-nitro-1,2,4,4a,5,6-hexahydro-3H,12H-benzo[b]pyrazino[1,2-e][1,5]oxazocine-3-carboxylate